BrC=1C=NC(=NC1)C1(CC(C1)C)NS(=O)C(C)(C)C N-((1s,3s)-1-(5-bromopyrimidin-2-yl)-3-methylcyclobutyl)-2-methylpropane-2-sulfinamide